(R)-5-(2,2-difluorovinyl)-2-(4-methyl-6-((1-methylpiperidin-3-yl)amino)pyridazin-3-yl)phenol FC(=CC=1C=CC(=C(C1)O)C=1N=NC(=CC1C)N[C@H]1CN(CCC1)C)F